S1C=NC2=C1C=C(C=C2)NC2=NC=NC1=CC(=CC(=C21)OC2C[C@@H]([C@@H](C2)O)O)C=2C=NN(C2)C (1R,2S,4r)-4-((4-(benzo[d]thiazol-6-ylamino)-7-(1-methyl-1H-pyrazol-4-yl)quinazolin-5-yl)oxy)cyclopentane-1,2-diol